2-amino-8-[2-(aminomethyl)pyrimidin-5-yl]-N-ethoxy-N-propyl-3H-1-benzazepine-4-carboxamide NC1=NC2=C(C=C(C1)C(=O)N(CCC)OCC)C=CC(=C2)C=2C=NC(=NC2)CN